CCCCCCCCCCCCCCCCCC(=O)O[C@H](CC(=O)[O-])C[N+](C)(C)C The molecule is an O-acyl-L-carnitine in which the acyl group is specified as stearoyl (octadecanoyl). It has a role as a human metabolite. It derives from an octadecanoic acid.